7-{8-fluoro-2-methylimidazo[1,2-a]pyridine-6-yl}-5-(methylamino)-3-(piperidin-4-yl)quinazolin-4-one FC=1C=2N(C=C(C1)C1=CC(=C3C(N(C=NC3=C1)C1CCNCC1)=O)NC)C=C(N2)C